C(#N)C1=C(C=CC=C1)S(=O)(=O)NC1=NC=C(C=C1)C1=CC2=C(N=C(N=C2)NC2CCC(CC2)N(C)CCF)N(C1=O)C(C)C 2-cyano-N-(5-(2-(((1r,4r)-4-((2-fluoro-ethyl)(methyl)amino)-cyclohexyl)amino)-8-isopropyl-7-oxo-7,8-dihydropyrido[2,3-d]-pyrimidin-6-yl)pyridin-2-yl)benzenesulfonamide